2-ethyl-6,6-dimethyl-2-cyclohexenecarboxylate C(C)C=1C(C(CCC1)(C)C)C(=O)[O-]